N-(1,2-dimethylpiperidin-4-yl)-2,2-dimethyl-3-((3-(trifluoromethyl)pyridin-2-yl)oxy)propanamide CN1C(CC(CC1)NC(C(COC1=NC=CC=C1C(F)(F)F)(C)C)=O)C